N-(5-(2-fluorophenyl)-6-(3-fluoropyridin-4-yl)-1,2,4-triazin-3-yl)-3-methyl-1,2,4-thiadiazol-5-amine FC1=C(C=CC=C1)C=1N=C(N=NC1C1=C(C=NC=C1)F)NC1=NC(=NS1)C